C1(=CC=CC=C1)C(=CC1=CC=C(C=C1)C1=CC=C(C=C1)C=C(C1=CC=CC=C1)C1=CC=CC=C1)C1=CC=CC=C1 4,4'-bis(2,2-diphenyl-vinyl)biphenyl